N[C@@H]1C2=CC=C(C=C2CC12CCNCC2)F (3S)-3-amino-6-fluoro-1,3-dihydrospiro[indene-2,4'-piperidine]